COC=1C=C2C(=CC=NC2=CC1OC)OC=1C=CC(=NC1)NC(=O)C1=CN(C=C(C1=O)C1=CC=C(C=C1)F)C1CCOCC1 N-(5-((6,7-dimethoxyquinolin-4-yl)oxy)pyridin-2-yl)-5-(4-fluorophenyl)-4-oxo-1-(tetrahydro-2H-pyran-4-yl)-1,4-dihydropyridine-3-carboxamide